1,5-dimethoxy-4-hexyl-resorcinol COC1(O)CC(O)=C(C(=C1)OC)CCCCCC